1,4-Bis(2-aminoethylaminomethyl)benzol NCCNCC1=CC=C(C=C1)CNCCN